FC(OC1=CC=C(C=C1)O)(F)F 4-(trifluorometh-oxy)phenol